3-(1-Acetyl-4-ethoxypiperidin-4-yl)-8-(benzyloxy)-5-chloro-1,7-dimethyl-1,6-naphthyridin C(C)(=O)N1CCC(CC1)(OCC)C=1CN(C2=C(C(=NC(=C2C1)Cl)C)OCC1=CC=CC=C1)C